BrC=1C=CC(=NC1)C1CC(N(C1)C)=O 4-(5-bromopyridin-2-yl)-1-methylpyrrolidin-2-one